2-(3-(5,5-dimethylpyrrolidin-3-yl)propyl)isoindoline-1,3-dione CC1(CC(CN1)CCCN1C(C2=CC=CC=C2C1=O)=O)C